C(C)(C)(C)OC(=O)N1C[C@@H](C[C@@H](C1)F)N1C(CCCC1)=O (3'R,5'S)-5'-fluoro-2-oxo-1,3'-bipiperidine-1'-carboxylic acid tert-butyl ester